CN(C1=CC=C(C=C1)C=1NC2=C(C1)C=CC=C2)C 2-(p-dimethylaminophenyl)benzoAzole